(1-cyanocyclopentyl)-2-methoxy-3-(methylcarbamoyl)benzoic acid C(#N)C1(CCCC1)C1=C(C(=C(C(=O)O)C=C1)OC)C(NC)=O